FC(C(=O)N(C=1C=C2C(=NC1)NC(=N2)C2=NNC=1C[C@@]3([C@H](CC21)C3)C)C)(C3CCOCC3)F 2,2-Difluoro-N-methyl-N-(2-((4aS,5aR)-5a-methyl-1,4,4a,5,5a,6-hexahydrocyclopropa[f]indazol-3-yl)-3H-imidazo[4,5-b]pyridin-6-yl)-2-(tetrahydro-2H-pyran-4-yl)acetamide